5'-(5-fluoropyridin-2-yl)-3-[(pyrrolo[2,1-f][1,2,4]triazin-4-yl)oxy]tetrahydro-3'H-spiro[cyclobutane-1,2'-pyrrolo[2,1-b][1,3]oxazol]-3'-one FC=1C=CC(=NC1)C1CCC2OC3(C(N21)=O)CC(C3)OC3=NC=NN2C3=CC=C2